CC1(CC1)CN1N=CC(=C1)C=O 1-[(1-methylcyclopropyl)methyl]-1H-pyrazole-4-carbaldehyde